C(C)(C)OC(C[C@@H]1CC[C@H](CC1)N)=O 2-(trans-4-aminocyclohexyl)acetic acid isopropyl ester